(R)-2-((1-(2-cyano-7-methyl-3-(4-(tetrahydro-2H-pyran-4-yl)piperazin-1-yl)quinoxalin-5-yl)ethyl)amino)-benzoic acid C(#N)C1=NC2=CC(=CC(=C2N=C1N1CCN(CC1)C1CCOCC1)[C@@H](C)NC1=C(C(=O)O)C=CC=C1)C